CC1(OB(OC1(C)C)C1=CC=C(C=C1)C1CC(C1)CN1CCN(CC1)C(=O)OC(C)(C)C)C tert-butyl 4-[[3-[4-(4,4,5,5-tetramethyl-1,3,2-dioxaborolan-2-yl)phenyl]cyclobutyl]methyl]piperazine-1-carboxylate